C1=CC=CC=2C3=CC=CC=C3N(C12)C1=CC=C(C=C1)C1=CC=C(C=C1)N1C2=CC=CC=C2C=2C=CC=CC12 4,4'-bis-(carbazole-9-yl)biphenyl